4'-amino-N-(4-methylbenzyl)-3'-nitro-[1,1'-biphenyl]-3-carboxamide NC1=C(C=C(C=C1)C1=CC(=CC=C1)C(=O)NCC1=CC=C(C=C1)C)[N+](=O)[O-]